N-(5-((5-chloropyridin-2-yl)methoxy)-1,3,4-thiadiazol-2-yl)-3-((3R,5R)-3,5-dimethylmorpholino)isonicotinamide ClC=1C=CC(=NC1)COC1=NN=C(S1)NC(C1=C(C=NC=C1)N1[C@@H](COC[C@H]1C)C)=O